[Si](C)(C)(C(C)(C)C)OC=1C(=NOC1C(C)C)CO {4-[(tert-butyldimethylsilyl)oxy]-5-isopropyl-1,2-oxazol-3-yl}methanol